C(CC\C=C/CCCCCCCCCC\C=C/C)CC(=O)OC1O[C@]([C@H]([C@H]1C1=C(C(=CC=C1)C(F)(F)F)OC)C)(C(F)(F)F)C (3s,4s,5r)-3-(2-methoxy-3-(trifluoromethyl)phenyl)-4,5-dimethyl-5-(trifluoromethyl)tetrahydrofuran-2-ol (Z,Z)-4,16-Octadecadienyl-acetate